5-chloro-3-cyclopropyl-7-(1H-pyrazol-4-yl)pyrazolo[1,5-a]pyrimidine-2-carboxylic acid ethyl ester C(C)OC(=O)C1=NN2C(N=C(C=C2C=2C=NNC2)Cl)=C1C1CC1